tertbutyl-perylene C(C)(C)(C)C1=CC=C2C=CC=C3C4=CC=CC5=CC=CC(C1=C23)=C45